C(C)(C)(C)OC(=O)N1CCN(CC1)C1=C(C=CC(=C1)C(=O)OC)F 4-(2-fluoro-5-(methoxycarbonyl)phenyl)piperazine-1-carboxylic acid tert-butyl ester